C(C)(C)N1CCN(CC1)C1=CC=C(C=C1)C=1C=C(C=2N(C1)C=C(N2)C2=CC=C(C=C2)S(=O)(=O)C)C 6-(4-(4-isopropylpiperazin-1-yl)phenyl)-8-methyl-2-(4-(methylsulfonyl)phenyl)imidazo[1,2-a]pyridine